C(C)(C)N(C(COC1=CC=C(C=C1)C)=O)CC=1SC=CC1 N-isopropyl-N-(thiophen-2-ylmethyl)-2-(p-tolyloxy)acetamide